1-(cyclobutylmethyl)-5-methyl-4-(4,4,5,5-tetramethyl-1,3,2-dioxaborolan-2-yl)pyrazole C1(CCC1)CN1N=CC(=C1C)B1OC(C(O1)(C)C)(C)C